O=C1NC(CCC1N1C(C2=C(C=C(C=C2C1=O)N1CCN(CC1)CCCCOC1=CC=C(C=C1)C1CCN(CC1)C=1C=CC(=C2C(=CNC12)C#N)C)OC)=O)=O 7-{4-[4-(4-{4-[2-(2,6-Dioxopiperidin-3-yl)-7-methoxy-1,3-dioxo-2,3-dihydro-1H-isoindol-5-yl]piperazin-1-yl}butoxy)phenyl]piperidin-1-yl}-4-methyl-1H-indole-3-carbonitrile